C[SiH](C)[Zr](C1C(=CC2=CC(=CC=C12)C1=CC=CC=C1)CC)C1C(=CC2=CC(=CC=C12)C1=CC=CC=C1)CC dimethylsilylbis(2-ethyl-5-phenylindenyl)zirconium